iminocyclohepta[c]pyridin-4-ol N=C1N=CC(=C2C1=CC=CC=C2)O